(1,1-dioxo-1,4-thiazinan-4-yl)-[4-nitro-2-[2-(trifluoromethyl)morpholin-4-yl]phenyl]methanone Methyl-7-methylisochromane-3-carboxylate COC(=O)C1OCC2=CC(=CC=C2C1)C.O=S1(CCN(CC1)C(=O)C1=C(C=C(C=C1)[N+](=O)[O-])N1CC(OCC1)C(F)(F)F)=O